SC1=NC=CC(=N1)S 2,4-dimercapto-pyrimidine